(5a)-4,5-epoxy-3,14-dihydroxy-17-(2-propen-1-yl)-morphinan-6-one, monohydrochloride Cl.OC=1C=CC=2C[C@@H]3[C@@]4(CCC([C@H]5[C@@]4(C2C1O5)CCN3CC=C)=O)O